(5S,11S)-5,11-dimethylheptadecen C[C@H](CCC=C)CCCCC[C@H](CCCCCC)C